methyl-1,4,4a,5,5a,6-hexahydrocyclopropa[f]indazole-3-carboxylate COC(=O)C1=NNC=2CC3C(CC12)C3